C1NC([C@H]2CNCC[C@H]21)=O cis-1,2,3a,4,5,6,7,7a-octahydropyrrolo[3,4-c]pyridin-3-one